N-[4-methyl-3-[2-(methylamino)pyrido[2,3-d]pyrimidin-6-yl]phenyl]-2-(trifluoromethyl)pyridine-4-carboxamide CC1=C(C=C(C=C1)NC(=O)C1=CC(=NC=C1)C(F)(F)F)C1=CC2=C(N=C(N=C2)NC)N=C1